COC1=NC(=CC(=C1)C1=CC[C@@H](CN1C(=O)OC(C)(C)C)C)C tert-Butyl (3S)-6-(2-methoxy-6-methyl-4-pyridyl)-3-methyl-3,4-dihydro-2H-pyridine-1-carboxylate